C(C)OC(CN1CC=2C=CC(=NC2CC1)Cl)=O 2-(2-Chloro-7,8-dihydro-1,6-naphthyridin-6(5H)-yl)acetic acid ethyl ester